NC=1C(=C(C(=S)C2=CC=CC=C2)C=CC1)N diaminothiobenzophenone